ClC1=C(C(=O)C2=CNC3=C2C2=C(N(C(C4(N2)CCOCC4)=O)C)C=N3)C=CC(=C1)OC1=NC=CC(=C1)C 9'-(2-Chloro-4-((4-methylpyridin-2-yl)oxy)benzoyl)-4'-methyl-2,3,4',5,6,7'-Hexahydrospiro[pyran-4,2'-pyrrolo[3',2':5,6]pyrido[3,4-b]pyrazine]-3'(1'H)-one